OC1=C(C2=C(N(C(=N2)C(=O)NC2(CCS(CC2)(=O)=O)C)C)C=C1)C 5-hydroxy-1,4-dimethyl-N-(4-methyl-1,1-dioxidotetrahydro-2H-thiopyran-4-yl)-1H-benzo[d]imidazole-2-carboxamide